methyl (2-morpholinoethyl)fumarate O1CCN(CC1)CC/C(/C(=O)OC)=C\C(=O)[O-]